tert-butyl 4-((4-(2'-(benzyloxy)-6'-oxo-5',6'-dihydro-[2,3'-bipyridin]-6-yl)piperazin-1-yl)methyl)piperidine-1-carboxylate C(C1=CC=CC=C1)OC1=NC(CC=C1C1=NC(=CC=C1)N1CCN(CC1)CC1CCN(CC1)C(=O)OC(C)(C)C)=O